N1(CCCC1)C=1C=C(C=CC1)NC(=O)C=1N=NSC1NC(C1=CN=CC(=C1)C(F)(F)F)=O N-(3-(pyrrolidin-1-yl)phenyl)-5-(5-(trifluoromethyl)nicotinamido)-1,2,3-thiadiazole-4-carboxamide